CC1(COC1)CC(=O)OC(C(C)C)OC(N(C)[C@]1(C(CCCC1)=O)C1=C(C=CC=C1)Cl)=O 1-((((S)-1-(2-chlorophenyl)-2-oxocyclohexyl)(methyl)carbamoyl)oxy)-2-methylpropyl 2-(3-methyloxetan-3-yl)acetate